C1(CCCCC1)C1=NC=C2N1C=CN=C2 3-cyclohexylimidazo[1,5-A]pyrazine